C(N)(OC(CNC(C1=CC=C(C=C1)C)=O)C(CCC(F)(F)F)C)=O 2,2,2-trifluoroethyl-{3-methyl-1-[(4-methylbenzoyl) amino] butan-2-yl} carbamate